C(C)C=1C(=NC=C(C1)NC(C(N1[C@H](CC[C@@H](C1)C)C=1C=CC2=C(N=C(S2)[C@H]2CN(C(C2)(C)C)C)C1)=O)=O)NC(OC(C)(C)C)=O tert-butyl N-[3-ethyl-5-[[2-oxo-2-[(2R,5S)-5-methyl-2-[2-[(3R)-1,5,5-trimethylpyrrolidin-3-yl]-1,3-benzothiazol-5-yl]-1-piperidyl]acetyl]amino]-2-pyridyl]carbamate